tert-Butyl N-[4-bromo-5-[(Z)-2-bromovinyl]-2-methyl-phenyl]carbamate BrC1=CC(=C(C=C1\C=C/Br)NC(OC(C)(C)C)=O)C